(5S)-2-{[5-Chloro-6-(trifluoromethyl)pyridin-3-yl]methyl}-3-oxo-2,3,5,6,7,8-hexahydro[1,2,4]triazolo[4,3-a]pyridin ClC=1C=C(C=NC1C(F)(F)F)CN1N=C2N(CCCC2)C1=O